(3-chloro-1-(6-methylpyrazin-2-yl)-1H-pyrrolo[2,3-b]pyridin-5-yl)(4-fluoropiperidin-1-yl)methanone ClC1=CN(C2=NC=C(C=C21)C(=O)N2CCC(CC2)F)C2=NC(=CN=C2)C